4,5-dimethyl-3-[1-(pyridin-3-ylmethyl)benzimidazol-2-yl]isoxazole CC=1C(=NOC1C)C1=NC2=C(N1CC=1C=NC=CC1)C=CC=C2